2-[3-(benzyloxy)-2-(1,3-dioxolan-2-yl)phenyl]-1,3-oxazole-5-carboxylic acid C(C1=CC=CC=C1)OC=1C(=C(C=CC1)C=1OC(=CN1)C(=O)O)C1OCCO1